3-(4-(6-chloro-4-oxo-3,4-dihydro-7H-pyrrolo[2,3-d]pyrimidin-7-yl)phenyl)morpholine-4-carboxylate ClC1=CC2=C(N=CNC2=O)N1C1=CC=C(C=C1)C1N(CCOC1)C(=O)[O-]